Cl.N[C@@H]1C(N(C2=C(OC1)C=CC(=C2)OCC(=O)OCC)C)=O ethyl (S)-2-((3-amino-5-methyl-4-oxo-2,3,4,5-tetrahydrobenzo[b][1,4]oxazepin-7-yl)oxy)acetate hydrochloride